ClC1=C(C=CC(=C1)N1CCOCC1)CN1C[C@@H](N(CC1)C(=O)OC(C(F)(F)F)C(F)(F)F)C 1,1,1,3,3,3-hexafluoropropan-2-yl (2S)-4-[[2-chloro-4-(morpholin-4-yl)phenyl]methyl]-2-methylpiperazine-1-carboxylate